CN1CC2(C3=CC=CC=C13)CCCCC2 methylspiro[cyclohexane-1,3'-indolin]